NC1=NC=CC=2N1C(=NC2C2CN(CC2)CC#CC)C2=NC=C(C(=O)NC1=NC=CC=C1)C=C2 6-(5-amino-1-(1-(but-2-ynyl)pyrrolidin-3-yl)imidazo[1,5-c]pyrimidin-3-yl)-N-(pyridin-2-yl)nicotinamide